tert-butyl 2-[6-(2-pyridin-3-ylethyl) quinazolin-4-yl]-2,7-diazaspiro[3.5]nonane-7-carboxylate N1=CC(=CC=C1)CCC=1C=C2C(=NC=NC2=CC1)N1CC2(C1)CCN(CC2)C(=O)OC(C)(C)C